2-({4-[(2S)-2-(4-Chloro-2-fluorophenyl)-1,3-benzodioxol-4-yl]piperidin-1-yl}methyl)-7-fluoro-1-[(2S)-oxetan-2-ylmethyl]-1H-benzimidazol ClC1=CC(=C(C=C1)[C@@H]1OC2=C(O1)C=CC=C2C2CCN(CC2)CC2=NC1=C(N2C[C@H]2OCC2)C(=CC=C1)F)F